2-({2-[(4-Chloro-2-fluorophenyl)methoxy]-5H,6H,7H,8H-pyrido[3,4-d]pyrimidin-7-yl}methyl)-1-{[(2S)-oxetan-2-yl]methyl}-1H-1,3-benzodiazole-6-carboxylic acid ClC1=CC(=C(C=C1)COC=1N=CC2=C(N1)CN(CC2)CC2=NC1=C(N2C[C@H]2OCC2)C=C(C=C1)C(=O)O)F